O=C(OCCOCCOCCOCCOCCOCCOCC(=O)O)C=C 22-oxo-3,6,9,12,15,18,21-heptaoxatetracos-23-enoic acid